C(CCCCCCCCCCC)OC(=O)C1=CC2=C(N=CN2)C=C1 benzimidazole-5-carboxylic acid dodecyl ester